CC1(CCOC2=CC=CC(=C12)C(C(=O)O)N1CC(C1)OCCCCCC1=NC=2NCCCC2C=C1)C 2-(4,4-dimethylchroman-5-yl)-2-(3-(5-(5,6,7,8-tetrahydro-1,8-naphthyridin-2-yl)pentyloxy)azetidin-1-yl)acetic acid